C(C)(=O)OCCCCCCCCC=CC=CCC 9,11-tetradecadienyl acetate